C1=CC=C(C=C1)C(=O)N(CCO)CCO N,N-Bis(2-hydroxyethyl)benzamide